O[C@H]1C[C@@H](N(C1)C([C@H](C(C)(C)C)N1N=NC(=C1)CCC(C1=NC=CC=C1)O)=O)C(=O)NC (2R,4S)-4-hydroxy-1-[(2S)-2-[4-[3-hydroxy-3-(2-pyridinyl)propyl]triazol-1-yl]-3,3-dimethyl-butyryl]-N-methyl-pyrrolidine-2-carboxamide